1,2,12-dodecanetriol C(C(CCCCCCCCCCO)O)O